C(C1=CC=CC=C1)SC(=O)[C@@H]1[C@@H](CCC1)C(=O)OC Methyl (1R,2S)-2-((Benzylthio)carbonyl)cyclopentane-1-carboxylate